C1(CC1)N1N=CC(=C1CO[C@H]1[C@@H]2CN([C@H](C1)C2)C=2SC1=C(N2)C(=CC(=C1)C(=O)O)[C@H]1COCC1)C1=C(C=CC=C1Cl)Cl 2-[(1S,4S,5R)-5-{[1-cyclopropyl-4-(2,6-dichlorophenyl)-1H-pyrazol-5-yl]methoxy}-2-azabicyclo[2.2.1]heptane-2-yl]-4-[(3S)-oxolane-3-yl]-1,3-benzothiazole-6-carboxylic acid